5-(4-(3-(5-(difluoromethyl)-6-oxo-1,6-dihydropyrimidin-2-yl)cyclopent-2-en-1-yl)piperazin-1-yl)-6-fluoro-N-methylpicolinamide FC(C1=CN=C(NC1=O)C1=CC(CC1)N1CCN(CC1)C=1C=CC(=NC1F)C(=O)NC)F